(2R,3S,5R)-2-(acetoxy-methyl)-5-(6-amino-2-fluoro-9H-purin-9-yl)-2-ethynyl-tetra-hydrofuran-3-yl heptanoate C(CCCCCC)(=O)O[C@@H]1[C@@](O[C@H](C1)N1C2=NC(=NC(=C2N=C1)N)F)(C#C)COC(C)=O